3-(7-((1-(imidazo[1,2-a]pyridine-6-carbonyl)piperidin-4-yl)oxy)-1-methyl-1H-indazol-3-yl)piperidine-2,6-dione N=1C=CN2C1C=CC(=C2)C(=O)N2CCC(CC2)OC=2C=CC=C1C(=NN(C21)C)C2C(NC(CC2)=O)=O